6-chloro-hexyl-tetrahydropyran ClCCCCCCC1OCCCC1